FC1(CC2(C1)CC=C(CC2)C=2C=CC=C1C=C(C=NC21)C(=O)N[C@H](C)C=2OC=CN2)F (R)-8-(2,2-difluorospiro[3.5]non-6-en-7-yl)-N-(1-(oxazol-2-yl)ethyl)quinoline-3-carboxamide